4-oxobut-2-yn-1-yl-carbamic acid tert-butyl ester C(C)(C)(C)OC(NCC#CC=O)=O